ClC1=NC=C(C=C1)CNC(C)C 2-chloro-5-(isopropylaminomethyl)pyridine